C1=CN2CCCC3=CC=CC1=C23 5,6-Dihydro-4H-pyrrolo[3,2,1-ij]quinoline